4-[6-(spiro[1-benzofuran-3,1'-cyclopropan]-4-yloxy)pyridin-3-yl]-2,4-dihydro-3H-1,2,4-triazol-3-one C12(CC1)COC1=C2C(=CC=C1)OC1=CC=C(C=N1)N1C(NN=C1)=O